5-(2,2-dimethyl-propoxy)-4-methoxy-pyridine-2-carboxylic acid CC(COC=1C(=CC(=NC1)C(=O)O)OC)(C)C